CC(C)=CCC\C(\C)=C\C\C=C(/C)\C=C (E,E)-alpha-Farnesene